FC(CN1C=NC2=C1C=C(C=C2C(=O)N[C@@H]2[C@H](CN(CC2)C2CCOCC2)C)C#CCNC2=C(C=C(C=C2)S(=O)(=O)C)OC)F 1-(2,2-Difluoroethyl)-6-[3-(2-methoxy-4-methylsulfonyl-anilino)prop-1-ynyl]-N-[(3S,4S)-3-methyl-1-tetrahydropyran-4-yl-4-piperidyl]benzimidazole-4-carboxamide